N1(CCOCC1)C1=CC=C(C=C1)NC=1N=CC2=C(N1)C(=NC=C2)C2=NC=CC(=C2)NC(C(=C)C)=O N-(2-(2-((4-morpholinylphenyl)amino)pyrido[3,4-d]pyrimidin-8-yl)pyridin-4-yl)methacrylamide